3-aminopropyl(hydroxydimethylsilane) NCCC[Si](C)(C)O